C1=C(C=CC=2C3=CC=CC=C3C=CC12)O 2-Phenanthrol